tert-Butyl (2R,3S)-3-fluoro-2-formylpyrrolidine-1-carboxylate F[C@@H]1[C@H](N(CC1)C(=O)OC(C)(C)C)C=O